N-(2-chloro-6-methylphenyl)-2-((6-((4-(2,4-dioxotetrahydropyrimidin-1(2H)-yl)-2-fluorobenzyl)amino)-2-methylpyrimidin-4-yl)amino)thiazole-5-carboxamide ClC1=C(C(=CC=C1)C)NC(=O)C1=CN=C(S1)NC1=NC(=NC(=C1)NCC1=C(C=C(C=C1)N1C(NC(CC1)=O)=O)F)C